tert-butyl (3-fluoro-2-((trifluoromethyl)thio)pyridin-4-yl)carbamate FC=1C(=NC=CC1NC(OC(C)(C)C)=O)SC(F)(F)F